decamethylenediurea N(C(=O)N)CCCCCCCCCCNC(=O)N